COC([C@H](O)C1=C(C=CC=C1)Cl)=O.BrC=1C=C(C=CC1)S(=O)(=O)NC1=CC=C(C=C1)/N=C/C=1C(=C2C=CC(OC2=CC1)(C)C)O (E)-3-bromo-N-(4-(((5-hydroxy-2,2-dimethyl-2H-chromen-6-yl)methylene)amino)phenyl)benzenesulfonamide methyl-R-o-chloromandelate